N-(4-bromo-2-nitrophenyl)tetrahydro-2H-pyran-4-amine BrC1=CC(=C(C=C1)NC1CCOCC1)[N+](=O)[O-]